N-[6-(5-chloro-1,3-benzothiazol-2-yl)spiro[3.3]heptan-2-yl]-2-(1,1-dioxothietan-3-yl)acetamide ClC=1C=CC2=C(N=C(S2)C2CC3(CC(C3)NC(CC3CS(C3)(=O)=O)=O)C2)C1